C(CCCCCCCCCCC)N(CCC=N)CCC lauryl-iminobispropylamine